OCCOCCOCCN(C/C=C/C(=O)OC)C (E)-methyl 4-((2-(2-(2-hydroxyethoxy)ethoxy) ethyl)(methyl)amino)but-2-enoate